tert-butyl [5-chloro-2-(5-{1-[(6,7-dimethoxy-2-methylquinazolin-4-yl)amino]ethyl}thiophen-2-yl)benzyl]carbamate ClC=1C=CC(=C(CNC(OC(C)(C)C)=O)C1)C=1SC(=CC1)C(C)NC1=NC(=NC2=CC(=C(C=C12)OC)OC)C